FC1CN(C1)C(CN1C(N(C2=NC=C(C=C21)C2=CSC(=C2)C(F)(F)F)C)=O)=O 1-[2-(3-fluoroazetidin-1-yl)-2-oxo-ethyl]-3-methyl-6-[5-(trifluoromethyl)-3-thienyl]imidazo[4,5-b]pyridin-2-one